C(C)(C)(C)OC(C(C)C1=CC=C(C=C1)C(C(=O)O)(C)C1CCC(CC1)C1=CC=NC2=CC=C(C=C12)F)=O (4-(1-(tert-butoxy)-1-oxoprop-2-yl)phenyl)-2-((1s,4s)-4-(6-fluoroquinolin-4-yl)cyclohexyl)propanoic acid